N5-(4-(chlorodifluoromethoxy)phenyl)-N2-(2-(dimethylamino)ethyl)-1-isopropyl-7-(1H-pyrazol-5-yl)indoline-2,5-dicarboxamide ClC(OC1=CC=C(C=C1)NC(=O)C=1C=C2CC(N(C2=C(C1)C1=CC=NN1)C(C)C)C(=O)NCCN(C)C)(F)F